2-((S)-4-(2-(dimethylamino)-2-oxoethyl)-2-((R)-3-methyl-1-((S)-3-phenyl-2-(pyrazine-2-carboxamido)propanamido)butyl)-5-oxo-1,3,2-dioxaborolan-4-yl)acetic acid CN(C(C[C@]1(OB(OC1=O)[C@H](CC(C)C)NC([C@H](CC1=CC=CC=C1)NC(=O)C1=NC=CN=C1)=O)CC(=O)O)=O)C